C(C)O[Si](CCCN=C=O)(OCC)OCC triethoxy(3-isocyanatopropyl)silane